((E)-4-methoxybenzylidene)-6-methoxy-2,3-dihydro-1H-inden-1-one-O-methyl oxime CON=C1/C(/CC2=CC=C(C=C12)OC)=C/C1=CC=C(C=C1)OC